ClP1OC(C2CCCN12)(C1=CC=CC=C1)C P-chloro-1-methyl-1-phenyl-2-oxa-3-phospha-tetrahydropyrrolizine